6-[(2S)-2-aminopropyl]-2-chloro-5-fluoro-7-methyl-N-[(thiophen-2-yl)methyl]-7H-pyrrolo[2,3-d]pyrimidin-4-amine hydrochloride Cl.N[C@H](CC1=C(C2=C(N=C(N=C2NCC=2SC=CC2)Cl)N1C)F)C